4-Nitrophenyl (S)-2-(3-(3-phenylpropyl)-1,2,4-oxadiazol-5-yl)pyrrolidine-1-carboxylate C1(=CC=CC=C1)CCCC1=NOC(=N1)[C@H]1N(CCC1)C(=O)OC1=CC=C(C=C1)[N+](=O)[O-]